allyl-tri(tert-butoxy)tin C(C=C)[Sn](OC(C)(C)C)(OC(C)(C)C)OC(C)(C)C